1,3-bis(isocyanatomethyl)-5-tert.-butylbenzene N(=C=O)CC1=CC(=CC(=C1)C(C)(C)C)CN=C=O